5-((1H-1,2,3-triazol-4-yl)methoxy)-2-((3,4-dihydroisoquinolin-2(1H)-yl)methyl)-4H-pyran-4-one N1N=NC(=C1)COC=1C(C=C(OC1)CN1CC2=CC=CC=C2CC1)=O